BrC=1C=C(C2=C(CCO2)C1CO)Cl (5-bromo-7-chloro-2,3-dihydrobenzofuran-4-yl)methanol